[5-(3-Cyclopropoxyphenyl)-1-(3-methyl-1-[[2-(trimethylsilyl)ethoxy]methyl]-1H-indazol-4-yl)-1H-pyrazol-3-yl]methanol C1(CC1)OC=1C=C(C=CC1)C1=CC(=NN1C1=C2C(=NN(C2=CC=C1)COCC[Si](C)(C)C)C)CO